C1(=CC=CC=C1)C=1C(=C(C(=C(C1)C1=CC=CC=C1)C=1[Se]C2=C(C1C1=C(C(=CC=3C4=CC=CC=C4CC13)C)C)C=CC=C2)C2=NN=NC=C2)C2=CC=CC=C2 diphenyltriazinyl[(dimethylfluorenyl)benzoselenophenyl]Biphenyl